C(C1=CC=CC=C1)OC1=C2C(=C(N(C2=CC(=C1)F)C1=CC=C(C=C1)F)C(COC)(C)C)I 4-benzyloxy-6-fluoro-1-(4-fluorophenyl)-3-iodo-2-(2-methoxy-1,1-dimethyl-ethyl)indole